5-(cyclohexanecarbonyl)-2,2-dimethyl-1,3-dioxane-4,6-dione C1(CCCCC1)C(=O)C1C(OC(OC1=O)(C)C)=O